6-{8-[(2-cyano-2-methylideneethyl)amino]-7-methoxynaphthalen-2-yl}-N-(oxan-4-yl)pyridine-2-carboxamide C(#N)C(CNC=1C(=CC=C2C=CC(=CC12)C1=CC=CC(=N1)C(=O)NC1CCOCC1)OC)=C